ClC=1C=CC(=C(C1)C#CC=1C=CC=NC1)NS(=O)(=O)C=1C=CC(=C2C=CC=NC12)OC 5-{2-[5-Chloro-2-(5-methoxychinolin-8-sulfonamido)phenyl]ethynyl}pyridin